C(C=C)SC[C@@H](C(=O)O)N1CC=2N([C@H](C1=O)CSCC=C)C(=CC2)C=O (2R)-3-(allylthio)-2-[(4R)-4-(allylthiomethyl)-6-formyl-3-oxo-3,4-dihydropyrrolo[1,2-a]pyrazin-2(1H)-yl]propionic acid